N-Benzyl-N-(2-(2,4-dihydroxybenzoyl)isoindolin-4-yl)acrylamide C(C1=CC=CC=C1)N(C(C=C)=O)C1=C2CN(CC2=CC=C1)C(C1=C(C=C(C=C1)O)O)=O